ClC1=C(C=C(C=C1)C(C=1NC=CC1)C1=CC=CC=C1)C=1C(=CC=C(C1F)OCCOC)C#N 2'-Chloro-6-fluoro-5-(2-methoxyethoxy)-5'-(phenyl(1H-pyrrol-2-yl)methyl)-[1,1'-biphenyl]-2-carbonitrile